(3S)-3-{[(7-chloro-1-cyclopropyl-6-fluoro-4-oxo-1,4-dihydroquinolin-3-yl)methyl][(2-methylpyridin-4-yl)methyl]Amino-piperidin-1-yl}Pyridine-2-carboxylic acid methyl ester COC(=O)C1=NC=CC=C1N1C(CCCC1)(NCC1=CC(=NC=C1)C)CC1=CN(C2=CC(=C(C=C2C1=O)F)Cl)C1CC1